(E)-2,4-dibromo-6-((quinolin-7-ylimino)methyl)benzene-1,3-diol BrC1=C(C(=CC(=C1O)Br)/C=N/C1=CC=C2C=CC=NC2=C1)O